2-cyclopropyl-3,5-difluoroisonicotinic acid ethyl ester C(C)OC(C1=C(C(=NC=C1F)C1CC1)F)=O